Cl\C(=C/CCCCC(=O)O)\C(=O)OCC (Z)-7-chloro-8-ethoxy-8-oxooct-6-enoic acid